3-amino-N-((3-fluoropyridin-2-yl)methyl)-6-(3-methylimidazo[1,2-a]pyridin-6-yl)-5-(oxazol-2-yl)pyrazine-2-carboxamide NC=1C(=NC(=C(N1)C=1OC=CN1)C=1C=CC=2N(C1)C(=CN2)C)C(=O)NCC2=NC=CC=C2F